C[Sn](C1=CC=NC=C1)(C)C trimethyl-(4-pyridyl)tin